ClC1=CC=C2C(=CC(=NC2=C1)C=1C=CC(=C(C(=O)OCC)C1)OCC)N1C=NC=C1 Ethyl 5-(7-chloro-4-(1H-imidazol-1-yl)quinolin-2-yl)-2-ethoxybenzoate